fluoro-8-(4-(4-(6-fluorobenzo[d]isoxazol-3-yl)piperidin-1-yl)butoxy)-5,6-dihydro-1H-pyrrolo[3,2,1-ij]quinolin-4(2H)-one FC1CN2C(CCC3=CC(=CC1=C23)OCCCCN2CCC(CC2)C2=NOC3=C2C=CC(=C3)F)=O